1-(4-nitrophenyl)-2,3,4,9-tetrahydro-1H-beta-carboline [N+](=O)([O-])C1=CC=C(C=C1)C1NCCC=2C3=CC=CC=C3NC12